4-amino-N-(2-bromo-4,7-dihydro-5H-thieno[2,3-C]pyran-4-yl)-N,1-dimethyl-1H-pyrazolo[4,3-C]quinoline-8-carboxamide NC1=NC=2C=CC(=CC2C2=C1C=NN2C)C(=O)N(C)C2C1=C(COC2)SC(=C1)Br